C(C1=CC=CC=C1)N1N=CC(=C1)S(=O)(=O)NC1=NC(=C(C(=N1)OC1=C(C(=CC=C1)N1CCN(CC1)C)Cl)CC)C1=C(C=CC=C1)C 1-Benzyl-N-[4-[2-chloro-3-(4-methylpiperazin-1-yl)phenoxy]-5-ethyl-6-(o-tolyl)pyrimidin-2-yl]pyrazole-4-sulfonamide